N1=C(C=CC=C1)CSCCSCCCSCCSCC1=NC=CC=C1 1,13-bis(2-pyridinyl)-2,5,9,12-tetrathiatridecane